tert-Butyl 3-(2,2-dimethyl-4,6-dioxo-1,3-dioxane-5-carbonyl)azetidine-1-carboxylate CC1(OC(C(C(O1)=O)C(=O)C1CN(C1)C(=O)OC(C)(C)C)=O)C